propandiol dimethacrylate C(C(=C)C)(=O)OC(CC)OC(C(=C)C)=O